C(C)N(CC)[Al](N(CC)CC)N(CC)CC tris(diethylamino)aluminium (III)